dimercapto disulfide SSSS